NCC=1C=C(C=CC1)N1N=C(C=C1C(=O)NC1=C(C=CC(=C1)C(C1=CC=CC=C1)O)F)C(F)(F)F 1-(3-(aminomethyl)phenyl)-N-(2-fluoro-5-(hydroxy(phenyl)methyl)phenyl)-3-(trifluoromethyl)-1H-pyrazole-5-carboxamide